2-((1r,2s)-1-(2-cyanophenyl)-1-(1-(2-hydroxy-2-methylpropyl)-1H-pyrazol-4-yl)propan-2-yl)-5-hydroxy-N-(isoxazol-4-yl)-1-methyl-6-oxo-1,6-dihydropyrimidine-4-carboxamide C(#N)C1=C(C=CC=C1)[C@@H]([C@H](C)C=1N(C(C(=C(N1)C(=O)NC=1C=NOC1)O)=O)C)C=1C=NN(C1)CC(C)(C)O